2-METHYL-FURAN-3-CARBOTHIOIC ACID CC=1OC=CC1C(O)=S